(3R,8R*)-N-(2-Bromo-3-fluoropyridin-4-yl)-11,11-difluoro-8-(2-hydroxypropan-2-yl)-3-methyl-3,4,8,9,10,11-hexahydro-1H-pyrido[4',3':3,4]pyrazolo[1,5-a]azepine-2(7H)-carboxamide BrC1=NC=CC(=C1F)NC(=O)N1CC=2C(=NN3C2C(CC[C@H](C3)C(C)(C)O)(F)F)C[C@H]1C |o1:21|